C(C1=CC=CC=C1)N1CC2(CC1)OCC(NC2)=O 2-benzyl-6-oxa-2,9-diazaspiro[4.5]decan-8-one